FC1(C(C(C(C1F)F)(F)F)(F)F)F 1,1,2,2,3,3,4,5-octafluorocyclopentane